NC1=C(C=CC(=C1F)NCC1=CC=C(C=C1)C(F)(F)F)NC(CC#CC1CC1)=O N-(2-Amino-3-fluoro-4-((4-(trifluoromethyl)benzyl)amino)phenyl)-4-cyclopropylbut-3-ynamid